5-bromo-N-(3,3-difluorocyclopentyl)-4-(trifluoromethyl)pyridin-2-amine BrC=1C(=CC(=NC1)NC1CC(CC1)(F)F)C(F)(F)F